(S)-5-bromo-2-(1-cyclopropylethyl)-7-ethoxyisoindol-1-one BrC=1C=C2CN(C(C2=C(C1)OCC)=O)[C@@H](C)C1CC1